(R)-3-chloro-2'-(4-Chloro-3-(2-hydroxypropan-2-yl)-1H-pyrazol-1-yl)-4-((3,5-difluoropyridin-2-yl)methoxy-d2)-5',6-Dimethyl-2H-[1,4'-bipyridine]-2-one ClC=1C(N(C(=CC1OC([2H])([2H])C1=NC=C(C=C1F)F)C)C1=CC(=NC=C1C)N1N=C(C(=C1)Cl)C(C)(C)O)=O